Cl.NCC=CCC(C)O 6-aminohex-4-en-2-ol hydrochloride